1-Methyl-1H-[1,2,3]triazol CN1N=NC=C1